[C@H]12CN(C[C@H](CC1)O2)CCC(=O)N2CCC(CC2)C=2C=C1C(=C(NC1=CC2)C=2C=C(C=1N(C2)N=NN1)C)C(C)C 3-((1r,5s)-8-oxa-3-azabicyclo[3.2.1]oct-3-yl)-1-(4-(3-isopropyl-2-(8-methyltetrazolo[1,5-a]pyridin-6-yl)-1H-indol-5-yl)piperidin-1-yl)propan-1-one